1-(4-chlorophenyl)cyclopropanecarbonyl chloride ClC1=CC=C(C=C1)C1(CC1)C(=O)Cl